3-diethoxysilyl-N-(1,3-dimethyl-butylidene)propylamine C(C)O[SiH](CCCN=C(CC(C)C)C)OCC